cyclohexenyl bromoformate BrC(=O)OC1=CCCCC1